FC1=C(C=2SCCN3C=C(C(C(=C1)C32)=O)C(=O)O)N3CCN(CC3)C 7-fluoro-6-(4-methylpiperazin-1-yl)-10-oxo-4-thia-1-azatricyclo[7.3.1.05,13]trideca-5(13),6,8,11-tetraene-11-carboxylic acid